C(C)(C)(C)OC(=O)N1[C@H](CN(CC1)C1=NC=C(N=C1)NC(C1=CC=CC=C1)C1=CC=CC=C1)CC (S)-4-(5-((benzhydryl)amino)pyrazin-2-yl)-2-ethylpiperazine-1-carboxylic acid tert-butyl ester